FC=1C=NN2C1C(=CC=C2)C(=O)OC methyl 3-fluoropyrazolo[1,5-a]pyridine-4-carboxylate